(R)-N-((3-fluorobicyclo[1.1.1]pentan-1-yl)methyl)-1-(6-(3-(4-(6-(pyrrolidin-1-yl)pyrazin-2-yl)-1H-1,2,3-triazol-1-yl)oxetan-3-yl)pyridin-3-yl)piperidin-3-amine FC12CC(C1)(C2)CN[C@H]2CN(CCC2)C=2C=NC(=CC2)C2(COC2)N2N=NC(=C2)C2=NC(=CN=C2)N2CCCC2